C(C)(C)(C)OC(=O)N1C[C@@H]([C@H](CC1)C)C(=O)O |r| rac-(3R,4S)-1-(tert-butoxycarbonyl)-4-methylpiperidine-3-carboxylic acid